6-cyclopropyl-2-methylbenzo[d]thiazol-5-ol C1(CC1)C1=CC2=C(N=C(S2)C)C=C1O